FC(C1=C2C=CN(C2=CC=C1)S(=O)(=O)C1=C2C=CNC(C2=CC=C1)=O)(F)F 5-((4-(Trifluoromethyl)indol-1-yl)sulfonyl)isoquinolin-1(2H)-one